COC(=O)C=1C(N(C2=CC(=CC=C2C1N)C(F)(F)F)C1=CC=C(C=C1)C=C)=O 4-amino-2-oxo-7-(trifluoromethyl)-1-(4-vinylphenyl)-1,2-dihydroquinoline-3-carboxylic acid methyl ester